1-[5-fluoro-4-(2-methylpyrazol-3-yl)pyrimidin-2-yl]piperidine-4-carboxylic acid FC=1C(=NC(=NC1)N1CCC(CC1)C(=O)O)C=1N(N=CC1)C